COC=1C=C(C=C(C1)OC)C=1C(OC2=C(C(=CC=C2C1)OC(C)=O)OC(C)=O)=O 3-(3,5-dimethoxyphenyl)-7,8-diacetoxycoumarin